(R)-1,1,1-Trifluoropropan-2-yl 3-chloro-5-methyl-2-(1-(pyrazolo[1,5-a]pyrimidine-3-carboxamido)ethyl)benzofuran-7-carboxylate ClC1=C(OC2=C1C=C(C=C2C(=O)O[C@@H](C(F)(F)F)C)C)C(C)NC(=O)C=2C=NN1C2N=CC=C1